N-(2-morpholinyl-5-(piperidin-1-yl)thiazolo[4,5-b]pyridin-6-yl)-6-(1H-pyrazol-4-yl)pyridinecarboxamide N1(CCOCC1)C=1SC=2C(=NC(=C(C2)NC(=O)C2=NC(=CC=C2)C=2C=NNC2)N2CCCCC2)N1